BrC=1C=C2C(NC(NC2=CC1OC)=O)=O 6-bromo-7-methoxy-1,2,3,4-tetrahydroquinazoline-2,4-dione